(Z)-N-(3-benzyl-1,3-thiazepan-2-ylidene)-1H-pyrrolo[2,3-b]pyridine-3-carboxamide C(C1=CC=CC=C1)N1/C(/SCCCC1)=N/C(=O)C1=CNC2=NC=CC=C21